lithium 2,4,6-trimethyl-benzoyl-phenyl-phosphine oxide CC1=C(C(=O)P(C2=CC=CC=C2)=O)C(=CC(=C1)C)C.[Li]